(3R)-3-amino-7-[5-(5,5-difluoro-1-methyl-3-piperidyl)-1,2,4-oxadiazol-3-yl]-8-fluoro-5-[(5-isopropoxy-2-pyridyl)methyl]-1,1-dioxo-2,3-dihydro-1lambda6,5-benzothiazepin-4-one N[C@H]1CS(C2=C(N(C1=O)CC1=NC=C(C=C1)OC(C)C)C=C(C(=C2)F)C2=NOC(=N2)C2CN(CC(C2)(F)F)C)(=O)=O